N-(2-hydroxyethyl)-N-methyl-2-(2-phenyl-1,2,3,4-tetrahydroquinolin-6-yl)acetamide OCCN(C(CC=1C=C2CCC(NC2=CC1)C1=CC=CC=C1)=O)C